N-(1-(4-bromophenethyl)-5-cyano-1H-benzo[d]imidazole-2-yl)-3,5-dimethylisoxazole-4-carboxamide BrC1=CC=C(CCN2C(=NC3=C2C=CC(=C3)C#N)NC(=O)C=3C(=NOC3C)C)C=C1